8-(2-((cis-4-methoxycyclohexyl)amino)-7H-pyrrolo[2,3-d]pyrimidin-5-yl)-3,4-dihydrobenzo[f][1,4]oxazepin-5(2H)-one CO[C@H]1CC[C@H](CC1)NC=1N=CC2=C(N1)NC=C2C2=CC1=C(C(NCCO1)=O)C=C2